6-(4-chlorophenyl)-2-(3,5-difluorophenyl)-N-[(2S)-2-hydroxy-3-methylbutyl]-3-oxo-2,3-dihydropyridazine-4-carboxamide ClC1=CC=C(C=C1)C=1C=C(C(N(N1)C1=CC(=CC(=C1)F)F)=O)C(=O)NC[C@H](C(C)C)O